OCCN(C(C=C)=O)CCO N,N-bis-(2-hydroxyethyl)acrylamide